tert-butyl (5-(5-amino-6-chloro-2-methyl-2H-indazol-4-yl)pentyl)carbamate NC1=C(C2=CN(N=C2C=C1Cl)C)CCCCCNC(OC(C)(C)C)=O